(2S)-1-{[6-({[2-cyano-3-(2,3-dihydro-1,4-benzodioxin-6-yl)phenyl]amino}carbonyl)pyridin-3-yl]methyl}piperidine-2-carboxylic acid C(#N)C1=C(C=CC=C1C1=CC2=C(OCCO2)C=C1)NC(=O)C1=CC=C(C=N1)CN1[C@@H](CCCC1)C(=O)O